FC=1C=C(CN(C(C(C(C[2H])[2H])(C)C)=O)O)C=C(C1)F N-(3,5-difluorobenzyl)-N-hydroxy-2,2-bisMethyl-butanamide-3,4-d2